FC(C=1C=NN(C1)C1CC(N(CC1)CC1=C2C=CNC2=C(C=C1OC)C)C1=CC=C(C(=O)O)C=C1)F 4-(4-(4-(difluoromethyl)-1H-pyrazol-1-yl)-1-((5-methoxy-7-methyl-1H-indol-4-yl)methyl)piperidin-2-yl)benzoic acid